Cl.NC1=CC=C(C=C1)C=1NC2=CC(=CC=C2C1)C(=O)N 2-(4-aminophenyl)-6-indolcarbamide hydrochloride